4-meth-ylbenzenesulfonic acid CC1=CC=C(C=C1)S(=O)(=O)O